(R)-N-cyclopropyl-5-(2-(3-fluoro-5-(2-methoxyethoxy)phenyl)pyrrolidin-1-yl)pyrazole C1(CC1)N1N=CC=C1N1[C@H](CCC1)C1=CC(=CC(=C1)OCCOC)F